2-chloro-N-(2-chlorophenyl)-N-(methyl-d3)Acetamide Pentafluorophenyl-(1r,4r)-4-(buta-2,3-dienamidomethyl)cyclohexane-1-carboxylate F[C@@]1(C(C([C@@](CC1)(C(=O)O)C1=CC=CC=C1)(F)F)(F)F)CNC(C=C=C)=O.ClCC(=O)N(C([2H])([2H])[2H])C1=C(C=CC=C1)Cl